2,3,6,7-tetrahydro-1,2-oxaazepin O1NCC=CCC1